[Na].C1(=CC=CC=C1)P(C1=CC=CC=C1)C1=CC=CC=C1 triphenylphosphine sodium salt